CCNC1=CC2=C(C=C1C)C(=C3C=C(C(=[NH+]CC)C=C3O2)C)C4=CC=CC=C4C(=O)OCC.[Cl-] The molecule is a rhodamine 6G(1+), an organic chloride salt and a xanthene dye. It has a role as a fluorochrome.